CP(=O)(CCC(=O)C(=O)[O-])O The molecule is the carboxylate anion of 4-(hydroxymethylphosphinyl)-2-oxobutyric acid. It derives from a butyrate. It is a conjugate base of a 4-(hydroxymethylphosphinyl)-2-oxobutyric acid.